octahydroisoquinolin C1NCCC2CCCC=C12